N1=CSC2=NC(=CC=C21)C(=O)N thiazolo[5,4-b]pyridine-5-carboxamide